N'-(5-bromo-6-(((4-chlorophenyl)(isopentyl)(oxo)-λ6-sulfaneylidene)amino)-2-methylpyridin-3-yl)-N-ethyl-N-methylformimidamide BrC=1C=C(C(=NC1N=S(=O)(CCC(C)C)C1=CC=C(C=C1)Cl)C)N=CN(C)CC